6-amino-1,3-naphthalenedisulfonate NC=1C=C2C=C(C=C(C2=CC1)S(=O)(=O)[O-])S(=O)(=O)[O-]